3-HydroxyNonanoate OC(CC(=O)[O-])CCCCCC